FC1=C(C(=CC(=C1)CNC1=NC=C(C=C1)C1=CC=CC=C1)O)N1CC(NS1(=O)=O)=O 5-(2-fluoro-6-hydroxy-4-(((5-phenylpyridin-2-yl)amino)methyl)phenyl)-1,2,5-thiadiazolidin-3-one 1,1-dioxide